1-[2-[3-[1-(2,2-difluoro-1,3-benzodioxol-5-yl)ethyl]oxetan-3-yl]-4-pyridinyl]-3-(trifluoromethyl)-4,5,6,7-tetrahydroindazol-7-ol FC1(OC2=C(O1)C=CC(=C2)C(C)C2(COC2)C2=NC=CC(=C2)N2N=C(C=1CCCC(C21)O)C(F)(F)F)F